Cl.NC=1C(=C(C=C2C=C(N=CC12)NC(OC1CC(C1)C(NC)=O)=O)C1=C(C2=C(OCCN2)N=C1)C)F (1s,3s)-3-(Methylcarbamoyl)cyclobutyl (8-amino-7-fluoro-6-(8-methyl-2,3-dihydro-1H-pyrido[2,3-b][1,4]oxazin-7-yl)isoquinolin-3-yl)carbamate hydrochloride